cis-4-methoxy-5-(8-methylamino-2-oxo-8-phenyl-1,3-diazaspiro[4.5]decan-3-yl)-pyrimidine-2-carbonitrile COC1=NC(=NC=C1N1C(NC2(C1)CCC(CC2)(C2=CC=CC=C2)NC)=O)C#N